(R)-1-(5-bromo-1-methyl-1H-imidazol-2-yl)ethylamine hydrochloride Cl.BrC1=CN=C(N1C)[C@@H](C)N